C1=C(C=CC2=CC=CC=C12)C=1C2=CC=CC=C2C(=C2C=CC(=CC12)C=1C=C(C=CC1)P(C(C)C)(C(C)C)=O)C1=CC2=CC=CC=C2C=C1 (3-(9,10-Bis(naphthalen-2-yl)anthracen-2-yl)phenyl)diisopropylphosphine oxide